BrC1=CC=2C(N(CC3(C2S1)CCCC3)C)=O 2'-Bromo-5'-methyl-5',6'-dihydro-4'H-spiro[cyclopentane-1,7'-thieno[3,2-c]pyridin]-4'-one